tert-Butyl (3R,4S)-4-((4-(1H-imidazol-4-yl)-5-(trifluoromethyl)pyrimidin-2-yl)amino)-3-methylpiperidine-1-carboxylate N1C=NC(=C1)C1=NC(=NC=C1C(F)(F)F)N[C@@H]1[C@@H](CN(CC1)C(=O)OC(C)(C)C)C